manganous sulfate tetrahydrate O.O.O.O.S(=O)(=O)([O-])[O-].[Mn+2]